6-(2-(((1s,4s)-4-hydroxy-4-methylcyclohexyl)amino)-4-methoxypyrrolo[2,1-f][1,2,4]triazin-5-yl)-N-methylimidazo[1,2-a]pyridine-3-carboxamide OC1(CCC(CC1)NC1=NN2C(C(=N1)OC)=C(C=C2)C=2C=CC=1N(C2)C(=CN1)C(=O)NC)C